NC1=C2N=CN(C2=NC=N1)C[C@@H](C)OCP(OCCCSCCCCCCCCC1=CC=C(C=C1)C#C[Si](C)(C)C)(O)=O 3-((8-(4-((trimethylsilyl)ethynyl)phenyl)octyl)thio)propyl hydrogen ((((R)-1-(6-amino-9H-purin-9-yl)propan-2-yl)oxy)methyl)phosphonate